(S)-5-(1-(1H-imidazole-1-carbonyl)-4,5-dihydro-1H-pyrazol-5-yl)nicotinonitrile N1(C=NC=C1)C(=O)N1N=CC[C@H]1C=1C=NC=C(C#N)C1